(4-(4,4,5,5-tetramethyl-1,3,2-dioxaborolan-2-yl)pyridin-2-yl)benzamide CC1(OB(OC1(C)C)C1=CC(=NC=C1)C1=C(C(=O)N)C=CC=C1)C